Cl.C(C)C1=NC(=NO1)C1=CC2=C(C(CCO2)N)C=C1 7-(5-ethyl-1,2,4-oxadiazol-3-yl)-3,4-dihydro-2H-1-benzopyran-4-amine hydrochloride